C1=CSC2=C1C1=CC3=CC=CC=C3C=C1C=C2 anthrathiophene